BrC1=NN(C=N1)C1=NC=C(C=C1)C(F)F 2-(3-bromo-1H-1,2,4-triazol-1-yl)-5-(difluoromethyl)pyridine